decaenoic acid amide C(C=CCCCCCCC)(=O)N